C(#N)C1=CC(=C(COC2=CC=CC(=N2)C2=CC(=C(CC3=NC4=C(N3CCOC)C=C(C=C4)C(=O)O)C=C2)F)C=C1)F 2-(4-(6-(4-cyano-2-fluorobenzyloxy)pyridin-2-yl)-2-fluorobenzyl)-1-(2-methoxyethyl)-1H-benzo[d]imidazole-6-carboxylic acid